3-(4-chlorophenyl)-2-[(4-chlorophenyl)methyl]-4-fluoro-3-methoxy-6-(piperidine-4-carbonyl)-2,3-dihydro-1H-isoindol-1-one ClC1=CC=C(C=C1)C1(N(C(C2=CC(=CC(=C12)F)C(=O)C1CCNCC1)=O)CC1=CC=C(C=C1)Cl)OC